C(#N)C1=C(C=CC=C1)C=1N=C(NC1)C#N 2-cyanophenyl-2-cyanoimidazole